((s)-1-(3-fluoropyridin-2-yl)propyl)-2-methylpropane-2-sulfinamide FC=1C(=NC=CC1)[C@@H](CC)CC(C)(S(=O)N)C